C1(=CC=CC=C1)COC1=C2C=CNC2=CC=C1 4-phenylmethoxy-1H-indol